OC=1C(=C(C=NC1C(=O)O)C1=CC=NC=C1)C 5-hydroxy-4-methyl-[3,4'-bipyridine]-6-carboxylic acid